Sodium selenite Methyl-(R)-4-((4-(6-chloro-5-fluoro-2-oxo-1,2-dihydrospiro[benzo[d][1,3]oxazine-4,3'-piperidine]-1'-carbonyl)-1H-pyrazol-1-yl)methyl)-2-fluorobenzoate COC(C1=C(C=C(C=C1)CN1N=CC(=C1)C(=O)N1C[C@@]2(CCC1)C1=C(NC(O2)=O)C=CC(=C1F)Cl)F)=O.[Se](=O)([O-])[O-].[Na+].[Na+]